CN1CC2(C1)N(CCC2)C=O (2-methyl-2,5-diazaspiro[3.4]oct-5-yl)methanone